[Te].[Cu] Copper-Tellurium